2-(4-bromo-1-cyclopropyl-1H-pyrazol-5-yl)-4-chloro-6-cyclopropoxy-3-fluorobenzonitrile BrC=1C=NN(C1C1=C(C#N)C(=CC(=C1F)Cl)OC1CC1)C1CC1